cyclohexane-1-carboxylic acid sulfosuccinimidyl ester sodium salt [Na+].S(=O)(=O)([O-])C1C(=O)N(C(C1)=O)OC(=O)C1CCCCC1